(S)-4-(benzyl(4-(5,6,7,8-tetrahydro-1,8-naphthyridin-2-yl)butyl)amino)-2-(quinazolin-4-ylamino)butanoic acid C(C1=CC=CC=C1)N(CC[C@@H](C(=O)O)NC1=NC=NC2=CC=CC=C12)CCCCC1=NC=2NCCCC2C=C1